rac-(1R,2R,3S,3aR,8bS)-1,8b-dihydroxy-6,8-dimethoxy-3a-(4-methoxyphenyl)-3-phenyl-2,3,3a,8b-tetrahydro-1H-cyclopenta[b]benzofuran O[C@@H]1C[C@H]([C@@]2(OC3=C([C@@]21O)C(=CC(=C3)OC)OC)C3=CC=C(C=C3)OC)C3=CC=CC=C3 |r|